C(C)(C)(C)C1=CC=C(C=C1)C(C(OC)OC)NS(=O)(=O)C1=CC=C(C=C1)[N+](=O)[O-] N-(1-(4-(tert-butyl)phenyl)-2,2-dimethoxyethyl)-4-nitrobenzenesulfonamide